2-(Piperidin-1-yl)-6-(piperidin-4-ylamino)pyrimidine-4-carboxylic acid methyl ester COC(=O)C1=NC(=NC(=C1)NC1CCNCC1)N1CCCCC1